CNC(=O)[C@H]1N(CCC1)C1CCN(CC1)C1CC2(C1)CN(CC2)C(=O)OCC ethyl (S)-2-(4-(2-(methylcarbamoyl)pyrrolidin-1-yl)piperidin-1-yl)-6-azaspiro[3.4]octane-6-carboxylate